2,6-bis(2-trifluoromethyl-4-aminophenoxy)toluene FC(C1=C(OC2=C(C)C(=CC=C2)OC2=C(C=C(C=C2)N)C(F)(F)F)C=CC(=C1)N)(F)F